(2-Acryloyloxyethyl)trimethylammonium chloride [Cl-].C(C=C)(=O)OCC[N+](C)(C)C